C(C)(C)N1N=CC2=C(C(=CC=C12)[N+](=O)[O-])N1C[C@@H](CC1)NC(OC(C)(C)C)=O tert-butyl N-[(3R)-1-(1-isopropyl-5-nitro-indazol-4-yl)pyrrolidin-3-yl]carbamate